benzyl 7-((1R,2R,3R,5S)-3,5-dihydroxy-2-((R,E)-3-hydroxy-4-(3-(trifluoromethyl)phenoxy)but-1-enyl)cyclopentyl)hept-5-enoate O[C@H]1[C@@H]([C@H]([C@H](C1)O)CC=CCCCC(=O)OCC1=CC=CC=C1)\C=C\[C@H](COC1=CC(=CC=C1)C(F)(F)F)O